n-decyl isophthalate (n-octyl isophthalate) C(CCCCCCC)C1=C(C(=O)O)C=CC=C1C(=O)O.C(C1=CC(C(=O)O)=CC=C1)(=O)OCCCCCCCCCC